trifluoro-N-(4-(3-(1-methyl-1H-pyrazol-4-yl)imidazo[1,2-b]pyridazin-6-yl)phenyl)benzenesulfonamide FC1=C(C(=C(C=C1)S(=O)(=O)NC1=CC=C(C=C1)C=1C=CC=2N(N1)C(=CN2)C=2C=NN(C2)C)F)F